C(CCCCC(C)C)O i-octyl alcohol